6-phenyl-4-(7H-pyrrolo[2,3-d]pyrimidin-4-yl)-3,4-dihydro-2H-1,4-thiazine C1(=CC=CC=C1)C1=CN(CCS1)C=1C2=C(N=CN1)NC=C2